(rac)-N-butyl-N-(bis([1,1':3',1''-terphenyl]-5'-yl)phosphanyl)-2,5-diphenylphospholin-1-amine C(CCC)N(P1C(=CCC1C1=CC=CC=C1)C1=CC=CC=C1)P(C=1C=C(C=C(C1)C1=CC=CC=C1)C1=CC=CC=C1)C=1C=C(C=C(C1)C1=CC=CC=C1)C1=CC=CC=C1